copper-chromium-tellurium-copper [Cu].[Te].[Cr].[Cu]